ClC=1C(=NC(=NC1)NC1=C(C=C(C=C1)N1C[C@@H]2CN(C[C@@H]2C1)C)OC(F)F)NC=1C=CC=C2CNC(C12)=O 7-((5-chloro-2-((2-(difluoromethoxy)-4-((3aR,6aS)-5-methylhexahydropyrrolo[3,4-c]pyrrol-2(1H)-yl)phenyl)amino)pyrimidin-4-yl)amino)isoindolin-1-one